(1S,3S,4S)-N-[(1S)-1-cyano-2-[(3S)-2-oxopyrrolidin-3-yl]ethyl]-2-[(2S)-3-cyclobutyl-2-[(2,2,2-trifluoroacetyl)amino]propanoyl]-5,5-difluoro-2-azabicyclo[2.2.2]octane-3-carboxamide C(#N)[C@H](C[C@H]1C(NCC1)=O)NC(=O)[C@H]1N([C@@H]2CC([C@H]1CC2)(F)F)C([C@H](CC2CCC2)NC(C(F)(F)F)=O)=O